(E)-1-(1-chloro-2-iodovinyl)-4-fluorobenzene Cl\C(=C\I)\C1=CC=C(C=C1)F